tertbutylammonium bromide [Br-].C(C)(C)(C)[NH3+]